1-Methyl-2-(6-trifluoromethoxy-benzothiazol-2-ylamino)-1H-benzoimidazole-5-carboxylic acid (2-hydroxy-ethyl)-amide OCCNC(=O)C1=CC2=C(N(C(=N2)NC=2SC3=C(N2)C=CC(=C3)OC(F)(F)F)C)C=C1